Ethyl 4-(pyridin-3-yl)benzoate N1=CC(=CC=C1)C1=CC=C(C(=O)OCC)C=C1